C(C)(C)(C)OC(=O)N[C@H]1CN(CCC1)C(C(=O)OCC)(C)C ethyl 2-[(3R)-3-(tert-butoxycarbonylamino)-1-piperidyl]-2-methyl-propanoate